1-(6-(4-((5-chloro-4-((1-methyl-2-oxoindolin-5-yl)amino)pyrimidin-2-yl)amino)piperidin-1-yl)-1-methyl-1H-indazol-3-yl)dihydropyrimidine-2,4(1H,3H)-dione ClC=1C(=NC(=NC1)NC1CCN(CC1)C1=CC=C2C(=NN(C2=C1)C)N1C(NC(CC1)=O)=O)NC=1C=C2CC(N(C2=CC1)C)=O